2-(3,4-Dichlorophenoxy)-N-(3-{2-[2-(4-methylphenyl)ethoxy]acetylamino}-bicyclo[1.1.1]pentan-1-yl)acetamide ClC=1C=C(OCC(=O)NC23CC(C2)(C3)NC(COCCC3=CC=C(C=C3)C)=O)C=CC1Cl